OCCC1=NN(C2=CC=CC=C2C1=O)C (2-hydroxyethyl)-1-methylcinnolin-4-one